CC=1C=C(CC=2C=C3C(=NNC3=CC2)\C=C\C2=NC=CC=C2)C=CC1 (E)-5-(3-methylbenzyl)-3-(2-(pyridin-2-yl)vinyl)-1H-indazole